1-(5-(3-(4-(2,3-Dimethylphenyl)piperazin-1-yl)-1-hydroxypropyl)indolin-1-yl)propan-1-one CC1=C(C=CC=C1C)N1CCN(CC1)CCC(O)C=1C=C2CCN(C2=CC1)C(CC)=O